C(C)N1C=NC(=C1)C1=CC(=NC2=C(N=CC=C12)C1=CC=NN1C1OCCCC1)N1[C@@H](COCC1)C 4-(1-ethyl-1H-imidazol-4-yl)-2-[(3R)-3-methylmorpholin-4-yl]-8-[1-(tetrahydro-2H-pyran-2-yl)-1H-pyrazol-5-yl]-1,7-naphthyridine